N-((R)-1-cyclopropylethyl)-2-(3-(5-(((R)-1-cyclopropylethyl)carbamoyl)-1-(2-hydroxyethyl)-1H-pyrazol-3-yl)phenyl)oxazole-5-carboxamide C1(CC1)[C@@H](C)NC(=O)C1=CN=C(O1)C1=CC(=CC=C1)C1=NN(C(=C1)C(N[C@H](C)C1CC1)=O)CCO